ClC1=CC=C2C(C(NC2=C1)=O)C1=CC(=C(C=C1)C)C 6-chloro-3-(3,4-DIMETHYLPHENYL)indolin-2-one